5-[2-(2-{[1,1'-biphenyl]-4-sulfonamido}-5-fluorophenyl)ethynyl]-3-methylpyridine-2-carboxylic acid C1(=CC=C(C=C1)S(=O)(=O)NC1=C(C=C(C=C1)F)C#CC=1C=C(C(=NC1)C(=O)O)C)C1=CC=CC=C1